3-bromo-5-fluoroquinolin BrC=1C=NC2=CC=CC(=C2C1)F